3-(3-chloro-4-fluorophenyl)-1-(8-fluoro-3-methyl-6-oxo-1,2,3,4,5,6-hexahydrobenzo[c][1,7]naphthyridin-1-yl)-1-methylurea ClC=1C=C(C=CC1F)NC(N(C)C1C=2C3=C(C(NC2CN(C1)C)=O)C=C(C=C3)F)=O